5-chloro-N-(1H-indol-3-yl)isoindoline-2-carboxamide ClC=1C=C2CN(CC2=CC1)C(=O)NC1=CNC2=CC=CC=C12